N-[1-(3-bromo-1H-1,2,4-triazol-5-yl)ethyl]-3,5-bis(trifluoromethyl)benzamide BrC1=NNC(=N1)C(C)NC(C1=CC(=CC(=C1)C(F)(F)F)C(F)(F)F)=O